N[C@@H]1C2=CC=CC=C2CC12CCN(CC2)C=2NC(C1=C(N2)NN=C1C1(CC1)C1=CC=NC=C1)=O (S)-6-(1-amino-1,3-dihydrospiro[indene-2,4'-piperidine]-1'-yl)-3-(1-(pyridin-4-yl)cyclopropyl)-1,5-dihydro-4H-pyrazolo[3,4-d]pyrimidin-4-one